5,5'-diallyl-3-((4-chlorobenzyl)amino)-[1,1'-biphenyl]-2,2'-diol C(C=C)C1=CC(=C(C(=C1)C=1C(=CC=C(C1)CC=C)O)O)NCC1=CC=C(C=C1)Cl